2-(8-((2S,5R)-4-(1-(6-cyclopropylpyridin-3-yl)ethyl)-2,5-diethylpiperazin-1-yl)-5-methyl-6-oxo-5,6-dihydroimidazo[1,2-b]pyridazin-2-yl)acetonitrile C1(CC1)C1=CC=C(C=N1)C(C)N1C[C@@H](N(C[C@H]1CC)C=1C=2N(N(C(C1)=O)C)C=C(N2)CC#N)CC